[N+](=O)([O-])C1=CC=C(OC(=O)OC(C(=O)[O-])CCCCCCCCCCCCCC)C=C1 (((4-nitrophenoxy)carbonyl)oxy)hexadecanoate